ClC1=C(C=NC2=C(N=CC=C12)C1=CC(=CC(=C1)Cl)Cl)C(=O)N[C@H]1CCOC2=CC=CC=C12 4-chloro-N-[(4S)-chroman-4-yl]-8-(3,5-dichlorophenyl)-1,7-naphthyridine-3-carboxamide